CN1CC(C1)C(=O)NCCCNC1=CC(=NC=C1C(F)(F)F)NC=1C(=NN(C1)C1CCN(CC1)C)C 1-methyl-N-(3-((2-((3-methyl-1-(1-methylpiperidin-4-yl)-1H-pyrazol-4-yl)amino)-5-(trifluoromethyl)pyridin-4-yl)amino)propyl)azetidine-3-carboxamide